[(2R,3R,4R,5R)-4-Acetoxy-2-[[2-cyanoethoxy-[2-[2-(2-hydroxy-ethoxy)-ethoxy]ethoxy]phosphoryl]oxymethyl]-5-[2-(2-methylpropanoylamino)-6-oxo-1H-purin-9-yl]tetrahydrofuran-3-yl] acetate C(C)(=O)O[C@@H]1[C@H](O[C@H]([C@@H]1OC(C)=O)N1C=2N=C(NC(C2N=C1)=O)NC(C(C)C)=O)COP(=O)(OCCOCCOCCO)OCCC#N